C(=O)(C=C)C1=CCCNC2=C1C=CC=C2 5-acryl-2,3-dihydrobenzazepine